BrC1=CC=C(C=C1)N(C(C=C)=O)C1=C(C=C(C=C1)C1=CC=C(C=C1)F)C#N N-(4-bromophenyl)-N-{3-cyano-4'-fluoro-[1,1'-biphenyl]-4-yl}prop-2-enamide